4-(bromomethyl)-2-chloro-1-(4,4-difluorocyclohexyl)benzene BrCC1=CC(=C(C=C1)C1CCC(CC1)(F)F)Cl